(4-methylpiperidine-1-Yl)methanone CC1CCN(CC1)C=O